N=1N=CN(C1)C=1C=C(C(=O)O)C=CC1 m-(4H-1,2,4-Triazol-4-yl)benzoic acid